BrC=1C=C(C=C(C1)F)N(C1=NC=2N(C3=C1C(=CN=C3)F)C(=NN2)C)CC(F)F N-(3-bromo-5-fluorophenyl)-N-(2,2-difluoroethyl)-6-fluoro-1-methylpyrido[4,3-e][1,2,4]triazolo[4,3-a]pyrimidin-5-amine